C1(CC1)C(=O)NC1=NC=CC(=C1)NC1=C(C=CC(=N1)N1CCN(CC1)C(=O)OC(C)(C)C)[N+](=O)[O-] tert-Butyl 4-[6-[[2-(cyclopropanecarbonylamino)-4-pyridyl]amino]-5-nitro-2-pyridyl]piperazine-1-carboxylate